C1(C=CC=C1)[Hf](Cl)(Cl)Cl (cyclopentadienyl)trichlorohafnium